4-(methoxycarbonyl)-1-methyl-1H-pyrazole-5-carboxylic acid COC(=O)C=1C=NN(C1C(=O)O)C